methyl 3-(2,2-difluoroethyl)-1-methyl-1H-pyrazole-5-carboxylate FC(CC1=NN(C(=C1)C(=O)OC)C)F